C(C)S(=O)(=O)C=1C=C(C=NC1C=1C=C2C=CC(N(C2=CN1)CC(C(F)(F)F)(F)F)=O)C1(CC1)C#N 1-[5-ethylsulfonyl-6-[2-oxo-1-(2,2,3,3,3-pentafluoropropyl)-1,7-naphthyridin-6-yl]-3-pyridinyl]cyclopropanecarbonitrile